[PH2](=O)O.C1(=CC=CC=C1)C=1C(=C(C(=O)[Li])C(=CC1C)C)C phenyl-2,4,6-trimethyl-benzoyl-lithium hypophosphite